ClC=1C=CC(=C(C1)C1C(NC2=CC(=CC=C12)C(F)(F)F)=O)OC (-)-3-(5-chloro-2-methoxyphenyl)-1,3-dihydro-6-(trifluoromethyl)-2H-indol-2-one